1-methyl-6-(1-phenylethyl)-1,6-dihydro-2H-pyrido[3',2':6,7]azepino[4,3,2-cd]isoindol-2-one CN1C(C=2C=CC=C3C2C1=CC1=C(N3C(C)C3=CC=CC=C3)N=CC=C1)=O